N=1NN=NC1CC=1C=CC(=C(CC=2C(=NC(=NC2NCCCC)N)CCC(=O)O)C1)OC 3-(5-(5-((2H-tetrazol-5-yl)methyl)-2-methoxybenzyl)-2-amino-6-(butylamino)pyrimidin-4-yl)propionic acid